CC(C)(C)OC(=O)N1CC(C1)O 3-hydroxyazetidine-1-carboxylic acid-2-methylpropan-2-yl ester